FC(C1=C(C=CC(=C1)C(F)(F)F)N1N=CC(=C1)NC(C=CC=1OC=CC1)=O)(F)F N-(1-(2,4-bis(trifluoromethyl)phenyl)-1H-pyrazol-4-yl)-3-(furan-2-yl)acrylamide